1-((3R,6R)-3-(2-(6-aminopyrimidin-4-yl)-6-chloropyridin-4-yl)-6-fluoro-1,4-oxazepan-4-yl)prop-2-en-1-one NC1=CC(=NC=N1)C1=NC(=CC(=C1)[C@@H]1COC[C@@H](CN1C(C=C)=O)F)Cl